N-((1r,4r)-4-hydroxycyclohexyl)-4-(isopropylamino)-6-(pyridin-4-yl)pyrrolo[1,2-b]pyridazine-3-carboxamide OC1CCC(CC1)NC(=O)C1=C(C=2N(N=C1)C=C(C2)C2=CC=NC=C2)NC(C)C